(4-tert-octylphenyl)-1-naphthylamine C(C)(C)(CC(C)(C)C)C1=CC=C(C=C1)NC1=CC=CC2=CC=CC=C12